7-(4-bromo-3-chloro-benzoyl)-2-(4-methoxyphenyl)-3-oxo-N-[rac-(1S)-2-amino-2-oxo-1-phenyl-ethyl]-6,8-dihydro-5H-imidazo[1,5-a]pyrazine-1-carboxamide BrC1=C(C=C(C(=O)N2CC=3N(CC2)C(N(C3C(=O)N[C@H](C(=O)N)C3=CC=CC=C3)C3=CC=C(C=C3)OC)=O)C=C1)Cl |r|